bisphenol a hydride [H-].OC1=CC=C(C=C1)C(C)(C)C1=CC=C(C=C1)O